copper-iron-chromium [Cr].[Fe].[Cu]